ClC=1C=CC2=C(C(=N[C@H](C=3N2C(=NN3)SCCCN(C)C)CCC(=O)OC)C3=CC=CC=C3)C1 methyl (S)-3-(8-chloro-1-((3-(dimethylamino)propyl)thio)-6-phenyl-4H-benzo[f][1,2,4]triazolo[4,3-a][1,4]diazepin-4-yl)propionate